C(CCC)N(C(=O)C=1C=C(N(C1C)C)C=1C=C2CCN(CC2=CC1C(=O)N1CC2=CC=CC=C2C[C@H]1C)C(CC1=CC=C(C(=O)O)C=C1)=O)CCCC 4-(2-{6-[4-(dibutylcarbamoyl)-1,5-dimethyl-1H-pyrrol-2-yl]-7-{[(3R)-3-methyl-3,4-dihydroisoquinolin-2(1H)-yl]carbonyl}-3,4-dihydroisoquinolin-2(1H)-yl}-2-oxoethyl)benzoic acid